hexylresorcinol, hydrazinoammonium salt N(N)[NH3+].C(CCCCC)C1=C(O)C=CC=C1O